C1(OC(=CO1)Cl)=O chlorovinylene carbonate